C12C3C(=O)O[Sb-]4(O3)OC(C5C(=O)O[Sb-](O1)(O5)OC2=O)C(=O)O4.[Na+].[Na+] sodium antimonyl L-tartrate